C(CCC)OC=1N=C(C2=C(N1)C(=NN2)CC2=CC=C(C=C2)CN2CC1CNCC1C2)N 5-Butoxy-3-(4-((hexahydropyrrolo[3,4-c]pyrrol-2(1H)-yl)methyl)benzyl)-1H-pyrazolo[4,3-d]pyrimidin-7-amine